N-((S)-1-(6-(2,6-difluorophenyl)pyridin-3-yl)ethyl)-4-hydroxypyrrolidine-2-carboxamide FC1=C(C(=CC=C1)F)C1=CC=C(C=N1)[C@H](C)NC(=O)C1NCC(C1)O